ethyl 2-(3,8-diazabicyclo[3.2.1]octan-3-yl)-7-(1H-pyrazol-1-yl)benzo[d]oxazole-5-carboxylate C12CN(CC(CC1)N2)C=2OC1=C(N2)C=C(C=C1N1N=CC=C1)C(=O)OCC